NC=1C=C(C=CC1)C=1C=C2C(=CC=NC2=CC1)NC1=CC(=CC=C1)C(F)(F)F (E)-6-(3-aminophenyl)-4-[3-(trifluoromethyl)phenyl]aminoquinoline